C(C)(C)(C)OC(=O)N[C@@H](CC(=O)O)C(=O)OC (S)-3-(t-butoxycarbonyl)amino-4-methoxy-4-oxobutyric acid